(R)-N-(6-(5-ethynyl-6,7-dihydro-5H-pyrrolo[2,1-c][1,2,4]triazol-3-yl)pyridin-2-yl)-3-methoxy-1-(pyrazin-2-yl)-1H-pyrazole-4-carboxamide C(#C)[C@H]1CCC2=NN=C(N21)C2=CC=CC(=N2)NC(=O)C=2C(=NN(C2)C2=NC=CN=C2)OC